CC1=C2COC(C2=CC=C1C(=C)C)=O 4-methyl-5-(prop-1-en-2-yl)isobenzofuran-1(3H)-one